F[P-](F)(F)(F)(F)F.N1=C(C=CC=C1)C1=C(C=CC=C1)[Ir+]C1=C(C=CC=C1)C1=NC=CC=C1 bis[(2-pyridyl)phenyl]iridium (III) hexafluorophosphate salt